diselenosalicylic acid C(C=1C(O)=CC=CC1)(=[Se])[SeH]